4-CARBAMIMIDOYL-BENZYLAMIDE C(N)(=N)C1=CC=C(C[NH-])C=C1